1-amino-6-(trimethoxysilyl)hexan-2-ol tert-butyl-(S)-(1,3-dihydrospiro[indene-2,4'-piperidin]-1-yl)carbamate C(C)(C)(C)N(C(=O)OC(CN)CCCC[Si](OC)(OC)OC)[C@@H]1C2=CC=CC=C2CC12CCNCC2